N,N-dimethyl-1,4-cyclohexanedimethylamine CN(CC1CCC(CC1)CN)C